(1H-pyrazol-1-yl)cyclohexanone N1(N=CC=C1)C1C(CCCC1)=O